chloro-2-(1-methyl-1H-imidazol-2-yl)-5-phenyl-6-(pyridin-3-yl)pyrrolo[2,1-f][1,2,4]triazine ClC1=NC(=NN2C1=C(C(=C2)C=2C=NC=CC2)C2=CC=CC=C2)C=2N(C=CN2)C